C(C)C1=CC=C(CN2C(C3=C(C=4C=CC=NC24)CCN(C3)CC3=CC(=CC=C3)C#N)=O)C=C1 6-(4-ethylbenzyl)-3-(3-cyanobenzyl)-2,3,4,6-tetrahydropyrido[3,4-c][1,8]naphthyridin-5(1H)-one